3-azidomethyl-3-bromomethyloxetane N(=[N+]=[N-])CC1(COC1)CBr